7-(benzofuran-5-yl)-2,4-dimethyl-N-((6-methyl-4-(methylthio)-2-oxo-1,2-dihydropyridin-3-yl)methyl)-2-(piperidin-4-yl)benzo[d][1,3]dioxole-5-carboxamide hydrochloride salt Cl.O1C=CC2=C1C=CC(=C2)C2=CC(=C(C1=C2OC(O1)(C1CCNCC1)C)C)C(=O)NCC=1C(NC(=CC1SC)C)=O